[N+](=O)([O-])C1=C(C(=O)C2=CC=C(C=C2)F)C=CC=C1 2-nitro-4'-fluorobenzophenone